N-(6-bromo-4-methoxypyridin-3-yl)-3-(2-isopropylphenyl)-1-sulfamoylazetidine-3-carboxamide BrC1=CC(=C(C=N1)NC(=O)C1(CN(C1)S(N)(=O)=O)C1=C(C=CC=C1)C(C)C)OC